C=1N=CN2C=CNC=CC21 7H-imidazo[1,5-d][1,4]diazepin